(3R)-7-bromo-2,3-dihydro-2-oxo-5-(2-pyridyl)-1H-1,4-benzodiazepine BrC=1C=CC2=C(C(=NCC(N2)=O)C2=NC=CC=C2)C1